3-(4-chlorophenyl)-6-{4-[4-(propan-2-yl)piperazin-1-yl]phenyl}-1,2-dihydroquinolin-2-one ClC1=CC=C(C=C1)C=1C(NC2=CC=C(C=C2C1)C1=CC=C(C=C1)N1CCN(CC1)C(C)C)=O